Methyl (E)-3-methoxy-2-[2-[[5-(trifluoromethyl)-1,3,4-thiadiazol-2-yl]oxy]phenyl]-prop-2-enoate CO/C=C(/C(=O)OC)\C1=C(C=CC=C1)OC=1SC(=NN1)C(F)(F)F